BrC1=CC=C(C=C1)S(=O)(=O)N1N=C(C=C1C(=O)N)C1=CC(=C(C(=C1)OC)OC)OC ((4-bromophenyl)sulfonyl)-3-(3,4,5-trimethoxyphenyl)-1H-pyrazole-5-carboxamide